3-(tert-butyl)-N-(2-methyl-4-(5-(4-(2-oxoethyl)phenyl)-1H-pyrazolo[3,4-b]pyridin-3-yl)benzyl)-1,2,4-oxadiazole-5-carboxamide C(C)(C)(C)C1=NOC(=N1)C(=O)NCC1=C(C=C(C=C1)C1=NNC2=NC=C(C=C21)C2=CC=C(C=C2)CC=O)C